[Si](C)(C)(C(C)(C)C)OCN1C(C=CC=C1)=O ((tert-butyldimethylsilyloxy)methyl)pyridin-2(1H)-one